1-(dec-9-enoyl)azepan-2-one C(CCCCCCCC=C)(=O)N1C(CCCCC1)=O